N1(CC(=O)[O-])C(=O)N(C)C=2N=CNC2C1=O theophyllinate